(S)-2-amino-1-((2S,4R)-2-((bis(4-methoxyphenyl)(phenyl)methoxy)methyl)-4-hydroxypyrrolidin-1-yl)-4-methylpentan-1-one N[C@H](C(=O)N1[C@@H](C[C@H](C1)O)COC(C1=CC=CC=C1)(C1=CC=C(C=C1)OC)C1=CC=C(C=C1)OC)CC(C)C